C(C)(C)(C)N(C(=O)C=1C2=C(N(N1)C1=CC(=CC(=C1)Cl)Cl)C1=C(OC2)C=C(C(=C1)C1C(C1)C(=O)O)OC)C 2-(3-(tert-butyl-(methyl)carbamoyl)-1-(3,5-dichlorophenyl)-7-methoxy-1,4-dihydrobenzopyrano[4,3-c]pyrazol-8-yl)cyclopropanecarboxylic acid